BrC=1C=C(OC(C1OCCOC)=O)C(=O)OC methyl 4-bromo-5-(2-methoxyethoxy)-6-oxopyran-2-carboxylate